Benzyl 2-(4-bromophenyl)morpholine-4-carboxylate BrC1=CC=C(C=C1)C1CN(CCO1)C(=O)OCC1=CC=CC=C1